C(C=1C(OC2=CC=CC=C2C1O)=O)C=1C(OC2=CC=CC=C2C1O)=O 3,3'-Methandiylbis(4-hydroxy-2H-chromen-2-on)